S-phenyl 2-(3,4-dimethoxyphenyl)-2-oxoethanethioate COC=1C=C(C=CC1OC)C(C(SC1=CC=CC=C1)=O)=O